C(C1=CC=CC=C1)N1C(C2N(C(C1)=O)CCN(C2)CC2=CSC=C2)=O 2-benzyl-8-[(thiophen-3-yl)methyl]tetrahydro-2H-pyrazino[1,2-a]pyrazine-1,4(3H,6H)-dione